ClC1=C2C(C(NC2=C(C=C1)Cl)=O)(O)CC(=O)C1=CC(=C(C=C1)N1CCCC1)F 4,7-Dichloro-3-(2-(3-fluoro-4-(pyrrolidin-1-yl)phenyl)-2-oxoethyl)-3-hydroxyindolin-2-one